(5R)-5-{[2-(4-carboxyphenyl)ethyl][2-(2-{[3-chloro-4'-(trifluoromethyl)[biphenyl]-4-yl]methoxy}phenyl)ethyl]amino}-5,6,7,8-tetrahydroquinoline-2-carboxylic acid C(=O)(O)C1=CC=C(C=C1)CCN([C@H]1C=2C=CC(=NC2CCC1)C(=O)O)CCC1=C(C=CC=C1)OCC1=C(C=C(C=C1)C1=CC=C(C=C1)C(F)(F)F)Cl